N-methylethanesulfonamide CNS(=O)(=O)CC